N-(3-amino-4-(2-chloro-5-fluorophenoxy)-7-(5,6-dihydro-[1,2,4]triazolo[1,5-a]pyrazin-7(8H)-yl)-1-methyl-1H-indazol-5-yl)-3-fluoro-5-(trifluoromethyl)benzamide NC1=NN(C2=C(C=C(C(=C12)OC1=C(C=CC(=C1)F)Cl)NC(C1=CC(=CC(=C1)C(F)(F)F)F)=O)N1CC=2N(CC1)N=CN2)C